3-(1-oxo-5-(1,4-dioxa-8-azaspiro[4.5]dec-8-yl)isoindolin-2-yl)piperidine O=C1N(CC2=CC(=CC=C12)N1CCC2(OCCO2)CC1)C1CNCCC1